C(C)(=O)N1CCC(CC1)C1=CC2=C(N=CN=C2N[C@H](C)C2=C(C(=CC=C2)C(C2CNCCO2)(F)F)F)N(C1=O)C 6-(1-acetyl-4-piperidyl)-4-[[(1R)-1-[3-[difluoro(morpholin-2-yl)methyl]-2-fluoro-phenyl]ethyl]amino]-8-methyl-pyrido[2,3-d]pyrimidin-7-one